(R)-5-fluoro-5-methyl-5,8-dihydro-6H-pyrano[3,4-b]pyridine-3-carboxylic acid F[C@]1(COCC2=NC=C(C=C21)C(=O)O)C